2-(5-(3-methoxy-5-(trifluoromethyl)phenyl)pyridin-3-yl)acetic acid methyl ester COC(CC=1C=NC=C(C1)C1=CC(=CC(=C1)C(F)(F)F)OC)=O